tert-butyl (3S)-3-(morpholine-4-carbonyl)-3,4-dihydro-1H-isoquinoline-2-carboxylate N1(CCOCC1)C(=O)[C@H]1N(CC2=CC=CC=C2C1)C(=O)OC(C)(C)C